ClC1=CC=C(CNC(=O)NC2CC3(C2)CC(C3)OC3=CC=NC=C3)C=C1 1-(4-chlorobenzyl)-3-(6-(pyridin-4-yloxy)spiro[3.3]hept-2-yl)urea